FC=1C(=NC=CC1)SC=1C=2N(C=C(C1)C=1N=NN(C1)C1CCN(CC1)C)N=CC2C#N 4-((3-fluoropyridin-2-yl)thio)-6-(1-(1-methylpiperidin-4-yl)-1H-1,2,3-triazol-4-yl)pyrazolo[1,5-a]pyridine-3-carbonitrile